C(C)(C)(C)[S@@](=O)N1[C@H]([C@H]1C1CC1)C(=O)OCC1=CC=CC=C1 benzyl (2R,3R)-1-((R)-tert-butylsulfinyl)-3-cyclopropylaziridine-2-carboxylate